ClC=1C=C(CN2N=C3C(=C2C2=C(C=CC=C2)F)CN(C3)C(=O)O)C=CC1 2-(3-chlorobenzyl)-3-(2-fluorophenyl)-2,6-dihydropyrrolo[3,4-c]pyrazole-5(4H)-carboxylic acid